(7-bromo-5-chlorobenzofuran-3-yl)methanol BrC1=CC(=CC=2C(=COC21)CO)Cl